CC1=C(C=CC(=C1)O)O 2-methyl-1,4-benzenediol